1-[[4-[5-ethylsulfonyl-1-methyl-4-[5-oxo-3-(trifluoromethyl)-7H-pyrrolo[3,4-b]pyridin-6-yl]imidazol-2-yl]pyrazol-1-yl]methyl]cyclopropane-carbonitrile C(C)S(=O)(=O)C1=C(N=C(N1C)C=1C=NN(C1)CC1(CC1)C#N)N1CC2=NC=C(C=C2C1=O)C(F)(F)F